CC1=C(C(=C(C1([Hf]C=1CC=2C=CC3=C(C2C1CCC)C=CC=C3)C)C)C)C Pentamethylcyclopentadienyl-(1-n-propyl-benzo[e]indenyl)hafnium